CO[C@@H]1C[C@H](CC1)NC1=NC(=NN2C1=C(C(=C2)C2=NN(C=C2)C)C(=O)OC)C=2N(C=CN2)C |r| rac-methyl 4-(((1S,3S)-3-methoxycyclopentyl)amino)-2-(1-methyl-1H-imidazol-2-yl)-6-(1-methyl-1H-pyrazol-3-yl)pyrrolo[2,1-f][1,2,4]triazine-5-carboxylate